N1C=NC(=C1)C=C1CCNCC1 4-[(1H-imidazol-4-yl)methylidene]piperidine